N-((trans)-4-hydroxycyclohexyl)-2-(1H-imidazol-1-yl)-6,7-dihydro-5H-cyclopenta[d]pyrimidine-4-carboxamide O[C@@H]1CC[C@H](CC1)NC(=O)C=1C2=C(N=C(N1)N1C=NC=C1)CCC2